C(C)OC(C#CC=1C=C2C=CC=NC2=CC1)OCC 6-(3,3-diethoxyprop-1-yn-1-yl)quinoline